((6-(4,4-Difluoropiperidin-1-yl)pyridin-3-yl)sulfonyl)-N-(3,3-dimethylbutyl)-N-methylpiperidin-4-amine FC1(CCN(CC1)C1=CC=C(C=N1)S(=O)(=O)N1CCC(CC1)N(C)CCC(C)(C)C)F